gamma-(2-aminoethyl)-aminopropyl-trimethoxysilane Methyl-3-[4-(1,1-dioxo-1,4-thiazinan-4-yl)anilino]-5-(methylamino)-6-(3-methylimidazo[4,5-c]pyridin-7-yl)pyrazine-2-carboxylate COC(=O)C1=NC(=C(N=C1NC1=CC=C(C=C1)N1CCS(CC1)(=O)=O)NC)C=1C2=C(C=NC1)N(C=N2)C.NCCC(CC[Si](OC)(OC)OC)N